COCCOC1=CC=C(C=C1)C1=NC2=CC(=CC=C2C=C1)C(=O)NC1=CC(=NN1C)C(F)(F)F 4-(2-methoxyethoxy)phenyl-N-[1-methyl-3-(trifluoromethyl)-1H-pyrazol-5-yl]quinoline-7-carboxamide